aminohexanoyl-aspartic acid NCCCCCC(=O)N[C@@H](CC(=O)O)C(=O)O